ClC=1C=[N+](C2=CC=C(C=C2C1)C(=O)OC)[O-] 3-chloro-6-(methoxycarbonyl)quinoline 1-oxide